(4-(5-chlorooxazolo[4,5-b]pyridin-2-yl)piperazin-1-yl)(5-methyl-6-((1-methylcyclopropyl)methoxy)pyridin-3-yl)methanone ClC1=CC=C2C(=N1)N=C(O2)N2CCN(CC2)C(=O)C=2C=NC(=C(C2)C)OCC2(CC2)C